tert-butyl ((2-(3-((4-methyl-4H-1,2,4-triazol-3-yl)(5,8-dioxaspiro[3.4]octan-2-yl)methyl)phenyl)-3-oxo-7-(trifluoromethyl)isoindolin-5-yl)methyl)(1-methylcyclobutyl)carbamate CN1C(=NN=C1)C(C=1C=C(C=CC1)N1CC2=C(C=C(C=C2C1=O)CN(C(OC(C)(C)C)=O)C1(CCC1)C)C(F)(F)F)C1CC2(C1)OCCO2